trans-N1-(5-(2,3-dimethyl-3H-imidazo[4,5-b]pyridin-5-yl)pyrrolo[2,1-f][1,2,4]triazin-2-yl)cyclohexane-1,4-diamine CC1=NC=2C(=NC(=CC2)C=2C=CN3N=C(N=CC32)N[C@@H]3CC[C@H](CC3)N)N1C